FC1=C(C(=CC(=C1)C1(COC1)O)F)C(=O)N1CCC(CC1)OC1=CC=C(C=C1)C(F)(F)F (2,6-difluoro-4-(3-hydroxyoxetan-3-yl)phenyl)(4-(4-(trifluoromethyl)phenoxy)piperidin-1-yl)methanone